ClC1=CC(=C(C=C1)C1=NC(=NC2=C1N=C(N(C2=O)C)C)[C@@]21CCO[C@@H]([C@H]1C2)C=2C=NN(C2)C2CC2)F (4-chloro-2-fluorophenyl)-6-((1S,2S,6R)-2-(1-cyclopropyl-1H-pyrazol-4-yl)-3-oxabicyclo[4.1.0]hept-6-yl)-2,3-dimethylpyrimido[5,4-d]pyrimidin-4(3H)-one